3-(4-(((1S,2R)-2-(7-(4-amino-3-methoxyphenyl)-7-azaspiro[3.5]nonan-2-yl)cyclopropyl)ethynyl)-1-oxoisoindolin-2-yl)piperidine-2,6-dione NC1=C(C=C(C=C1)N1CCC2(CC(C2)[C@@H]2[C@H](C2)C#CC2=C3CN(C(C3=CC=C2)=O)C2C(NC(CC2)=O)=O)CC1)OC